C(#N)C(C(=O)NC(OCC)=O)=NNC1=CC(=C(C(=C1)Cl)OC1=CN(C(C=C1)=O)CC1=CC=C(C=C1)OC)Cl ethyl (2-cyano-2-(2-(3,5-dichloro-4-((1-(4-methoxybenzyl)-6-oxo-1,6-dihydropyridin-3-yl)oxy)phenyl)hydrazono)acetyl)carbamate